ClC1=C(C=CC(=C1)C(C(F)(F)F)(C(F)(F)F)O)C1=C(C=C(C(=C1)F)CN1CC2CCC(C1)N2S(=O)(=O)C)CC 2-(2-chloro-2'-ethyl-5'-fluoro-4'-((8-(methylsulfonyl)-3,8-diazabicyclo[3.2.1]octan-3-yl)methyl)-[1,1'-biphenyl]-4-yl)-1,1,1,3,3,3-hexafluoropropan-2-ol